1-{[(2-methylpropan-2-yl)oxy]carbonyl}hexahydropyridine-4-carboxylic acid CC(C)(C)OC(=O)N1CCC(CC1)C(=O)O